C(C)(=O)[O-].C(C)(=O)[O-].[Fe+3] ferric diacetate